N-[4-cyclopentyl-3-(1-hydroxyethyl)phenyl]-2-[(4-methyl-4H-1,2,4-triazol-3-yl)sulfanyl]-5-nitrobenzamide C1(CCCC1)C1=C(C=C(C=C1)NC(C1=C(C=CC(=C1)[N+](=O)[O-])SC1=NN=CN1C)=O)C(C)O